methyl 2-(6-(cyanomethyl)pyridazin-3-yl)-2-methylpropanoate C(#N)CC1=CC=C(N=N1)C(C(=O)OC)(C)C